O1CC=NC(C1)=O [1,4]oxazin-5-one